N-isopropyl-N-methyl-1-naphthalenamine C(C)(C)N(C1=CC=CC2=CC=CC=C12)C